(-)-3,4-Dihydroxy-α-[(methyl-amino)methyl]benzyl alcohol OC=1C=C(C(CNC)O)C=CC1O